3-(4-amino-6-(methyl(1-methyl-1H-pyrazol-4-yl)amino)pyrido[3,4-d]pyrimidin-8-yl)-2,4-dimethylphenol NC=1C2=C(N=CN1)C(=NC(=C2)N(C=2C=NN(C2)C)C)C=2C(=C(C=CC2C)O)C